2-[(2-hydroxy-2,3,3-trimethyl-butanoyl)amino]-5,5,7,7-tetramethyl-4H-thieno[2,3-c]pyran-3-carboxamide OC(C(=O)NC1=C(C2=C(C(OC(C2)(C)C)(C)C)S1)C(=O)N)(C(C)(C)C)C